tert-Butyl (2-(7-(4-methylpiperazin-1-yl)quinoline-3-carboxamido)-4-(thiophen-2-yl)phenyl)carbamate CN1CCN(CC1)C1=CC=C2C=C(C=NC2=C1)C(=O)NC1=C(C=CC(=C1)C=1SC=CC1)NC(OC(C)(C)C)=O